C(C)(C)(C)OC(=O)N1CCN(CC1)N1C=C2C(=NN=C(C2=CC1=O)C)N1N=CN=C1 4-(1-methyl-7-oxo-4-(1H-1,2,4-triazol-1-yl)pyrido[3,4-d]pyridazine-6(7H)-yl)piperazine-1-carboxylic acid tert-butyl ester